C1(=CC=CC=C1)C1=NN(C(C=C1)C1=CC=CC=C1)C1=C(C=CC=C1)C 3,6-diphenyl-1-tolyl-1,6-dihydropyridazine